BrOC=1C(C(=O)[O-])=CC=CC1 bromosalicylate